eicosyl gallate C(C1=CC(O)=C(O)C(O)=C1)(=O)OCCCCCCCCCCCCCCCCCCCC